tert-butyl (2-(2-(2-(4,5-bis(chloromethyl)-1H-1,2,3-triazol-1-yl)ethoxy)ethoxy)ethyl)carbamate ClCC=1N=NN(C1CCl)CCOCCOCCNC(OC(C)(C)C)=O